cyclopropylcyclooctyne C1(CC1)C1C#CCCCCC1